N-(4-(6-((1-ethylazetidin-3-yl)oxy)-7-methoxyquinazolin-4-yl)phenyl)-2-(4-(trifluoromethyl)phenyl)acetamide C(C)N1CC(C1)OC=1C=C2C(=NC=NC2=CC1OC)C1=CC=C(C=C1)NC(CC1=CC=C(C=C1)C(F)(F)F)=O